3-((L-valyl)amino)-1-propanesulfonic Acid N[C@@H](C(C)C)C(=O)NCCCS(=O)(=O)O